C1(CC1)C(N1C=C(C=2C1=NC=C(C2)C=2C(=NOC2C)C)C=2C(=CC(=NC2OCC)C(=O)O)C)C2CC2 5-(1-(dicyclopropylmethyl)-5-(3,5-dimethylisoxazol-4-yl)-1H-pyrrolo[2,3-b]pyridin-3-yl)-6-ethoxy-4-methylpicolinic acid